(E)-ethyl 5-(3-ethoxy-3-oxoprop-1-en-1-yl)thiazole-4-carboxylate C(C)OC(/C=C/C1=C(N=CS1)C(=O)OCC)=O